BrC1=CC=C(OC[C@@H]2O[C@@]3(C([C@@H]3OC2)(F)F)C)C=C1 (1S,3R,6R)-3-((4-bromophenoxy)methyl)-7,7-difluoro-1-methyl-2,5-dioxabicyclo[4.1.0]heptane